3-((2-(4-((4-((3-(cyanomethyl)azetidin-1-yl)ethyl)phenyl)ethynyl)phenyl)-3-(5-hydroxy-6-oxo-1,6-dihydropyrimidin-4-yl)propyl)amino)propanenitrile C(#N)CC1CN(C1)CCC1=CC=C(C=C1)C#CC1=CC=C(C=C1)C(CNCCC#N)CC=1N=CNC(C1O)=O